FC=1C(=C(C=O)C=C(C1)Cl)O fluoro-5-chloro-2-hydroxybenzaldehyde